O1[C@@H](CC1)CN1C(=NC2=C1C=C(C=C2)C(=O)OC)CN2CCC(CC2)N2N=CC=C2COC2=CC=CC=C2 methyl (S)-1-(oxetan-2-ylmethyl)-2-((4-(5-(phenoxymethyl)-1H-pyrazol-1-yl) piperidin-1-yl) methyl)-1H-benzo[d]imidazole-6-carboxylate